NC=1C(=NN(C1C)C1OCCCC1)C(=O)OCC ethyl 4-amino-5-methyl-1-(tetrahydro-2H-pyran-2-yl)-1H-pyrazole-3-carboxylate